COC(CCSC1(COC1)CC(=O)OC)=O.COC1=CC=C(CN(S(=O)(=O)CCNCCC(=O)N(CC=2SC=CC2)CC=2SC=CC2)CC2=CC=C(C=C2)OC)C=C1 3-({2-[bis(4-methoxybenzyl)sulfamoyl]ethyl}amino)-N,N-bis(2-thienylmethyl)propionamide methyl-3-{[3-(2-methoxy-2-oxoethyl)oxetan-3-yl]sulfanyl}-propanoate